(E)-3-[4-[[1-(2,4-Difluorophenyl)triazol-4-yl]methoxy]-3-methoxyphenyl]-1-(2-hydroxy-4,6-dimethoxyphenyl)prop-2-en-1-one FC1=C(C=CC(=C1)F)N1N=NC(=C1)COC1=C(C=C(C=C1)/C=C/C(=O)C1=C(C=C(C=C1OC)OC)O)OC